2-tert-butyl-6-(3-tert-butyl-2-hydroxy-6-methylbenzyl)-4-methylphenyl acrylate C(C=C)(=O)OC1=C(C=C(C=C1CC1=C(C(=CC=C1C)C(C)(C)C)O)C)C(C)(C)C